methylhydroxypentanedioic acid CC(C(=O)O)(CCC(=O)O)O